COC=1C(=NC(=NC1)N1CC(NCCC1)C1=CC=CC=C1)NC=1C=C2C=NNC2=CC1 N-(5-methoxy-2-(3-phenyl-1,4-diazepan-1-yl)pyrimidin-4-yl)-1H-indazol-5-amine